5-fluoro-8-(4-fluorophenyl)-9-(1,3-diazaspiro[4.4]nonane-2,4-dione-3-yl)-8,9-dihydro-2H-pyrido[4,3,2-de]phthalazine-3(7H)-one-7-carboxylic acid tert-butyl ester C(C)(C)(C)OC(=O)N1C(C(C2=NNC(C=3C=C(C=C1C23)F)=O)N2C(NC3(C2=O)CCCC3)=O)C3=CC=C(C=C3)F